C(C)(C)OC=1N(N=C2C(=CC(=CC12)C(F)(F)F)C(=O)[O-])COC.[Na+] sodium 3-isopropoxy-2-(methoxymethyl)-5-(trifluoromethyl)indazole-7-carboxylate